octahydropyrrolo[3,4-c]pyrrole C1NCC2C1CNC2